FC(O[C@@H]1C[C@H](N(C1)C(CNC(C1=CC(=CC=C1)OC1=CSC=C1)=O)=O)C(=O)NCC1=CC=2C=NC=CC2N1)F (2S,4R)-4-(difluoromethoxy)-N-(1H-pyrrolo[3,2-c]pyridin-2-ylmethyl)-1-[2-[[3-(3-thienyloxy)benzoyl]amino]acetyl]pyrrolidine-2-carboxamide